C(C)(C)(C)OC(NC1=NC=C(C(=C1)OCC1=C(C(=CC=C1OC)F)F)OC)=O (4-((2,3-difluoro-6-methoxybenzyl)oxy)-5-methoxypyridin-2-yl)carbamic acid tert-butyl ester